FC1=C(C=C(C=C1)NC(=O)C1=C(N(C(=C1C)C(C(=O)NC(CN1CCOCC1)C)=O)C)C)C N-(4-fluoro-3-methylphenyl)-1,2,4-trimethyl-5-(2-((1-morpholinopropan-2-yl)amino)-2-oxoacetyl)-1H-pyrrole-3-carboxamide